methyl 2-{[(tert-butoxy)carbonyl](methyl)amino}-5-{[1-(hydroxymethyl)cyclopropyl]methyl}-1,3-thiazole-4-carboxylate C(C)(C)(C)OC(=O)N(C=1SC(=C(N1)C(=O)OC)CC1(CC1)CO)C